Cl.O1CC(C2=C1C=CC=C2)CCN 2-(2,3-Dihydrobenzofuran-3-yl)ethan-1-amine hydrochloride